FC1=CC2=C(N(C(N=C2N2CC=3N(CC2)C(=NC3)C=C)=O)C=3C(=NC=CC3C)C(C)C)N=C1C1=C(C=CC=C1O)F 6-fluoro-7-(2-fluoro-6-hydroxyphenyl)-1-(2-isopropyl-4-methylpyridin-3-yl)-4-(3-vinyl-5,6-dihydroimidazo[1,5-a]pyrazin-7(8H)-yl)pyrido[2,3-d]pyrimidin-2(1H)-one